2-(2-methylphenyl)benzofuran CC1=C(C=CC=C1)C=1OC2=C(C1)C=CC=C2